ClC=1C=C(NC1)C1=NOC(=N1)[C@H]1CC[C@H](N(C1)C(C1=CC(=C(C=C1)F)F)=O)C (2R,5S)-5-[3-(4-chloro-1H-pyrrol-2-yl)-1,2,4-oxadiazol-5-yl]-1-(3,4-difluorobenzoyl)-2-methylpiperidine